(2R,3S)-3-(3,3-difluorobutyl)-2-fluoro-5-(4-fluorophenyl)-8-hydroxy-7-(trifluoromethyl)-2,3,4,5-tetrahydrobenzo[b][1,4]thiazepine 1,1-dioxide FC(CC[C@H]1CN(C2=C(S([C@H]1F)(=O)=O)C=C(C(=C2)C(F)(F)F)O)C2=CC=C(C=C2)F)(C)F